5-((5-chloro-7-morpholino-3H-imidazo[4,5-b]pyridin-3-yl)methyl)-1,3-dimethyltetrahydropyrimidin-2(1H)-one ClC1=CC(=C2C(=N1)N(C=N2)CC2CN(C(N(C2)C)=O)C)N2CCOCC2